BrC1=CC(=C(C=C1)Cl)C(F)(F)F 4-bromo-1-chloro-2-trifluoromethyl-benzene